(5RS,8RS)-5-{[(3S)-3-Fluoropyrrolidin-1-yl]carbonyl}-8-(trifluoromethyl)-2-{[6-(trifluoromethyl)pyridin-3-yl]methyl}-5,6,7,8-tetrahydro[1,2,4]triazolo[4,3-a]pyridin-3(2H)-on F[C@@H]1CN(CC1)C(=O)[C@H]1CC[C@H](C=2N1C(N(N2)CC=2C=NC(=CC2)C(F)(F)F)=O)C(F)(F)F |&1:8,11|